5-[5-(2-methoxyphenyl)-1,3,4-oxadiazol-2-yl]-1-(propan-2-yl)-1H-1,2,3-benzotriazole COC1=C(C=CC=C1)C1=NN=C(O1)C1=CC2=C(N(N=N2)C(C)C)C=C1